C(=O)(C=C)C(C#N)=C Acryl-acrylonitrile